5-methyl-2-nitrobenzene CC=1C=CC(=CC1)[N+](=O)[O-]